5-((2-Amino-3-fluoropyridin-4-yl)methyl)-3,4-difluoro-2-((2-fluoro-4-iodophenyl)amino)benzamide tert-Butyl-acetyl(2,3-difluoro-4-hydroxy-6-methylphenyl)carbamate C(C)(C)(C)OC(N(C1=C(C(=C(C=C1C)O)F)F)C(C)=O)=O.NC1=NC=CC(=C1F)CC=1C(=C(C(=C(C(=O)N)C1)NC1=C(C=C(C=C1)I)F)F)F